N=1NN=NC1C1=CC=C(C=C1)S(=O)(=O)NCC(=O)N 2-(4-(2H-tetrazol-5-yl)phenylsulfonylamino)acetamide